5-(((S)-1-(2-Chlorophenyl)ethyl)amino)-N2-((R,E)-4-(methylsulfonyl)but-3-en-2-yl)pyrimidine-2,4-dicarboxamide ClC1=C(C=CC=C1)[C@H](C)NC=1C(=NC(=NC1)C(=O)N[C@H](C)\C=C\S(=O)(=O)C)C(=O)N